COCCCN1N=CC2=CC(=CC=C12)NC1=NC=CC(=N1)N N2-[1-(3-methoxypropyl)indazol-5-yl]-2,4-pyrimidinediamine